CN(CCCNNC(=O)N)C (3-dimethylaminopropyl-amino)urea